methyl (R)-(1-(2-(2-(tert-butoxy)ethoxy)ethoxy)-3-hydroxypropan-2-yl)carbamate C(C)(C)(C)OCCOCCOC[C@@H](CO)NC(OC)=O